NCCCN1[C@@H](CCC1)COC1=NC2=C(C(=CC=C2C(=N1)N1CC2CCC(C1)N2C(=O)OC(C)(C)C)C2=CC(=CC1=CC=CC=C21)O)F Tert-butyl 3-[2-[[(2S)-1-(3-aminopropyl)pyrrolidin-2-yl]methoxy]-8-fluoro-7-(3-hydroxy-1-naphthyl)quinazolin-4-yl]-3,8-diazabicyclo[3.2.1]octane-8-carboxylate